CC1(CC2(C(NC(O2)C2CCCCCCCCCC2)=O)CC(N1)(C)C)C 7,7,9,9-Tetramethyl-2-cycloundecyl-1-oxa-3,8-diaza-4-oxospiro[4.5]decan